C(C)OC(CCC(=O)C1=NC2=C(C=CC=C2C(=C1O)C#N)CCC1=C(C=CC=C1)Cl)=O 4-{8-[2-(2-Chloro-phenyl)-ethyl]-4-cyano-3-hydroxy-quinolin-2-yl}-4-oxo-butyric acid ethyl ester